COC1=CC=C(C=C1)S(=O)(=O)N1N=NC(=C1)CS(=O)(=O)C 1-((4-Methoxyphenyl)sulfonyl)-4-((methylsulfonyl)methyl)-1H-1,2,3-triazole